C1CC(C2=CC=CC=C2C1)N 1,2,3,4-tetrahydronaphthylamine